Cl.FC1=C(C=CC=C1)C=1N(C=C(C1)CNC)S(=O)(=O)C=1C=C(C=CC1)NS(=O)(=O)N1CCCC1 N-(3-{[2-(2-fluorophenyl)-4-[(methylamino)methyl]-1H-pyrrol-1-yl]sulfonyl}phenyl)pyrrolidine-1-sulfonylamine hydrochloride